2-(5-methyl-2-(trimethylsilyl)phenyl)pyridine CC=1C=CC(=C(C1)C1=NC=CC=C1)[Si](C)(C)C